NC=1N=C(C2=C(N1)C=C(C=N2)C=2C=NC(=NC2)C2CCN(CC2)C)N[C@@](CO)(CCCC)C (R)-2-((2-Amino-7-(2-(1-methylpiperidin-4-yl)pyrimidin-5-yl)pyrido[3,2-d]pyrimidin-4-yl)amino)-2-methylhexan-1-ol